C1CC12OCCN(C2)C2=NC=1N(C=C2)N=CC1C(=O)N 5-(4-oxa-7-azaspiro[2.5]octane-7-yl)pyrazolo[1,5-a]pyrimidine-3-carboxamide